C1(CCCCC1)C(C(=O)O)(CC(=O)O)CC.BrC1=CC=CC=2C=3N(C(=NC12)N[C@@H](C(=O)N1CCOCC1)C)N=C(N3)C=3C=NN(C3)C (2R)-2-{[7-bromo-2-(1-methyl-1H-pyrazol-4-yl)[1,2,4]triazolo[1,5-c]quinazolin-5-yl]amino}-1-(morpholin-4-yl)propan-1-one 2-Cyclohexyl-2-ethylsuccinate